C(#N)C1=CC(=C(COC2=CC=CC(=N2)N2CCN(CC2)CC2=NC=3C(=NC=CC3)N2C[C@H]2OCC2)C=C1)F 2-[(4-{6-[(4-Cyano-2-fluorobenzyl)oxy]pyridin-2-yl}piperazin-1-yl)methyl]-3-[(2S)-oxetan-2-ylmethyl]-3H-imidazo[4,5-b]pyridin